N,N'-bis(3-chlorophenyl)benzoyl-hydrazine ClC=1C=C(C=CC1)N(NC1=CC(=CC=C1)Cl)C(C1=CC=CC=C1)=O